O=C1CC2(CCN(CC2)C(=O)OC(C)(C)C)C2=CC(=CC=C12)B1OC(C(O1)(C)C)(C)C tert-butyl 3-oxo-6-(4,4,5,5-tetramethyl-1,3,2-dioxaborolan-2-yl)spiro[2H-indene-1,4'-piperidine]-1'-carboxylate